OC=1C(=C2C=CC(=CC2=CC1)S(=O)(=O)O)N=NC1=CC=C(C=C1)S(=O)(=O)O 6-hydroxy-5-[(4-sulfophenyl)azo]-2-naphthalenesulfonic acid